C(C)(CC)NC1=NC(=NC=C1C(=O)N)NC1CCC(CC1)O 4-(sec-butylamino)-2-((1r,4R)-4-hydroxycyclohexylamino)pyrimidine-5-carboxamide